O1COC2=CC3=C(OCO3)C=C21 Dioxolo[4,5-f][1,3]benzodioxol